ClC1=CC(=CC(=N1)C1=CC(=NC=N1)C(=O)NC)[C@H]1N(CCN(C1)C(C#CC=1C=NN(C1)C)=O)S(=O)(=O)C (R)-6-(6-chloro-4-(4-(3-(1-methyl-1H-pyrazol-4-yl)propioloyl)-1-(methylsulfonyl)piperazin-2-yl)pyridin-2-yl)-N-methylpyrimidine-4-carboxamide